OCC[C@H]1CNCC1 (S)-3-(hydroxyethyl)pyrrolidine